C(#N)C1=C(C=CC=C1/C=C/C1=CC(=C(CN2[C@@H](CCCC2)C(=O)O)C=C1C)OCCOC)C1=CC=CC=C1 (S,E)-1-(4-(2-(2-cyano-[1,1'-biphenyl]-3-yl)vinyl)-2-(2-methoxyethoxy)-5-methylbenzyl)piperidine-2-carboxylic acid